OC=1C=C(C=CC1)C=1C(OC2=CC=C(C=C2C1C)O)C1=CC=C(C=C1)\C=C\CN1CCCCC1 3-(3-hydroxyphenyl)-4-methyl-2-[4-((E)-3-piperidin-1-yl-propenyl)phenyl]-2H-chromen-6-ol